N2-((benzyloxy)carbonyl)-N5-((3R,4S,5S)-5-(((3R,4S,5R)-3,4-dihydroxy-5-(hydroxymethyl)tetrahydrofuran-2-yl)carbamoyl)-3,4-dihydroxy-tetrahydrofuran-2-yl)-L-glutamine C(C1=CC=CC=C1)OC(=O)N[C@@H](CCC(NC1O[C@@H]([C@H]([C@H]1O)O)C(NC1O[C@@H]([C@H]([C@H]1O)O)CO)=O)=O)C(=O)O